2-Bromo-1-(bromomethyl)-4-methylbenzene BrC1=C(C=CC(=C1)C)CBr